(S)-N-((4R)-4-((2-oxabicyclo[2.2.2]octan-4-yl)methoxy)-2-hydroxy-2-methylpentan-3-yl)-6-(oxazole-5-carbonyl)-2,6-diazaspiro[3.4]octane-8-carboxamide C12OCC(CC1)(CC2)CO[C@@H](C(C(C)(C)O)NC(=O)[C@@H]2CN(CC21CNC1)C(=O)C1=CN=CO1)C